C12=CC(=CC=C1)S2(=O)=O 1,3-phenylene sulfone